3-chloro-4-(2-(3-(2-methyl-1H-imidazol-1-yl)phenoxy)ethoxy)benzonitrile ClC=1C=C(C#N)C=CC1OCCOC1=CC(=CC=C1)N1C(=NC=C1)C